BrC=1C=C2C(=CC1)C(N(C[C@]21[C@H](C1)F)CC(=O)NC1=NN2C(C=CC=C2)=N1)=O 2-[(2's,4r)-6-bromo-2'-fluoro-1-oxospiro[3H-isoquinoline-4,1'-cyclopropan]-2-yl]-N-([1,2,4]triazolo[1,5-a]pyridin-2-yl)acetamide